C=1(C(=C(C(=C(C1[2H])[2H])[2H])SC=1C=C(C(=C(C1[2H])Br)[2H])N1C2=C(C(=C(C(=C2C=2C(=C(C(=C(C12)[2H])[2H])[2H])[2H])[2H])[2H])[2H])[2H])[2H])C1=C(C(=C(C(=C1[2H])[2H])[2H])[2H])[2H] 9-(3-(([1,1'-biphenyl]-3-yl-d9)thio)-5-bromophenyl-4,6-d2)-9H-carbazole-1,2,3,4,5,6,7,8-d8